2-hydroxy-1,2,3-propanetricarboxylic acid OC(CC(=O)O)(CC(=O)O)C(=O)O